ClC1=CC(=C(N=N1)C(NCC)=O)NCC1CN(CCC1)C(=O)OC(C)(C)C tert-butyl 3-((6-chloro-3-(ethylcarbamoyl)pyridazin-4-ylamino)methyl)piperidine-1-carboxylate